benzyl 3-(2-hydroxyphenyl)-2,2-dimethylpropionate OC1=C(C=CC=C1)CC(C(=O)OCC1=CC=CC=C1)(C)C